3-bromo-1-(4-fluorophenyl)-2-isopropyl-4-(methoxymethyloxy)-6-oxo-pyrrolo[2,3-C]pyridin-6-ium BrC=1C(N(C2=C[N+](C=C(C21)OCOC)=O)C2=CC=C(C=C2)F)C(C)C